4,7-dibromo-5,6-diethoxy-2-isobutyl-2H-benzo[d][1,2,3]triazole BrC1=C(C(=C(C2=NN(N=C21)CC(C)C)Br)OCC)OCC